2-cyanoethyldimethoxyethylsilane C(#N)CC[SiH2]CC(OC)OC